5-(3,5-difluorophenyl)-4-oxo-1-((tetrahydro-2H-pyran-4-yl)methyl)-1,4-dihydropyridine-3-carboxamide FC=1C=C(C=C(C1)F)C=1C(C(=CN(C1)CC1CCOCC1)C(=O)N)=O